2-methyl-2-(1,6-naphthyridin-7-yl)propanoic acid CC(C(=O)O)(C)C1=NC=C2C=CC=NC2=C1